C(C1=CC=CC=C1)=[N+](C(C)(C)C)[O-] N-benzylidene-t-butylamine-N-oxide